7-(5-(4-methylpiperazine-1-carbonyl)-1H-pyrrolo[2,3-b]pyridin-3-yl)-3,4-dihydropyrrolo[1,2-a]pyrazin-1(2H)-one CN1CCN(CC1)C(=O)C=1C=C2C(=NC1)NC=C2C=2C=C1N(CCNC1=O)C2